OC(C(=O)N1CCCC1)(C#C)C 2-hydroxy-2-methyl-1-(pyrrolidin-1-yl)but-3-yn-1-one